C1=C2C3=C4C(=CC=CC4=CN=C3C=C1)C=C2 benzo[lmn]phenanthridine